2-(3-methoxy-4-methylaminostyryl)-3-methylbenzo[d]thiazole COC=1C=C(C=CC2SC3=C(N2C)C=CC=C3)C=CC1NC